O=C1N(CCC(N1)=O)C1=CC=C(C=C1)N1CCC(CC1)CN1CCCCC1 1-((1-(4-(2,4-dioxotetrahydropyrimidin-1(2H)-yl)phenyl)piperidin-4-yl)methyl)piperidin